decyl-trimethyl-ammonium bromide [Br-].C(CCCCCCCCC)[N+](C)(C)C